ClC1=NC=2C=C(C(=CC2C2=C1COC2)OC)OCCCN2CCCC2 1-[3-({4-chloro-8-methoxy-1H,3H-furo[3,4-c]quinolin-7-yl}oxy)propyl]pyrrolidine